N1N=NN=C1C1=C(C=CC=C1)N1CCC2(CCN(CC2)C(CCCC)=O)CC1 1-(9-(2-(1H-Tetrazol-5-yl)phenyl)-3,9-diazaspiro[5.5]undecan-3-yl)pentan-1-one